OC[C@@H](CC(C)C)NC1=NC(=NC(=N1)CC(C)C1=C(C=C(C(=C1)F)F)F)NS(=O)(=O)C N-(4-(((R)-1-hydroxy-4-methylpentan-2-yl)amino)-6-(2-(2,4,5-trifluorophenyl)propyl)-1,3,5-triazin-2-yl)methanesulfonamide